4-((1-((6-chloropyridin-3-yl)amino)isoquinolin-6-yl)oxy)-1-methylcyclohexan-1-ol ClC1=CC=C(C=N1)NC1=NC=CC2=CC(=CC=C12)OC1CCC(CC1)(O)C